6-(6-chloropyridin-2-yl)-N-((R)-1,1,1-trifluoropropan-2-yl)-4-(((R)-1,1,1-trifluoropropan-2-yl)imino)-1,4-dihydro-1,3,5-triazin-2-amine ClC1=CC=CC(=N1)C1=NC(N=C(N1)N[C@@H](C(F)(F)F)C)=N[C@@H](C(F)(F)F)C